ethyl 2-((6-methoxy-2-methyl-1,2,3,4-tetrahydroisoquinolin-7-yl)amino)-4-(phenylamino)pyrimidine-5-carboxylate COC=1C=C2CCN(CC2=CC1NC1=NC=C(C(=N1)NC1=CC=CC=C1)C(=O)OCC)C